Cl.C(C)(C)(C)OC(N[C@@]1(CNCC1)C)=O (S)-(3-methylpyrrolidin-3-yl)carbamic acid tert-butyl ester hydrochloride